pyrimidin-2(1H)-one trifluoroacetate FC(C(=O)O)(F)F.N1C(N=CC=C1)=O